(6-(bis(4-methoxyphenyl)amino)pyridin-2-yl)boronic acid COC1=CC=C(C=C1)N(C1=CC=CC(=N1)B(O)O)C1=CC=C(C=C1)OC